C(C)(C)(C)OC(=O)N(C(OC(C)(C)C)=O)C1=NC=C(C=C1CC)NC(C(N1C(CC[C@@H](C1)C)C=1C=CC2=C(N(N=C2C1)C1CCN(CC1)C)C)=O)=O tert-butyl N-tert-butoxycarbonyl-N-[3-ethyl-5-[[2-oxo-2-[(5S)-5-methyl-2-[3-methyl-2-(1-methyl-4-piperidyl)indazol-6-yl]-1-piperidyl]acetyl]amino]-2-pyridyl]carbamate